CC(=CCN(C(CN1CCN(CC1)C(=O)C1CC1)=O)C=1C(N(C(N(C1)C)=O)C)=O)C N-(3-methylbut-2-en-1-yl)-N-(1,3-dimethyl-2,4-dioxo-1,2,3,4-tetrahydropyrimidin-5-yl)-2-(4-(cyclopropanecarbonyl)piperazin-1-yl)acetamide